NC1=NC=C(C2=C1COC2)NC(C(=O)N(CC2OCCCC2)CC=2C=CC1=C(N=CS1)C2)=O N1-(4-amino-1,3-dihydrofuro[3,4-c]pyridin-7-yl)-N2-(benzo[d]thiazol-5-ylmethyl)-N2-((tetrahydro-2H-pyran-2-yl)methyl)oxalamide